C(C=C)OC(COCC(CC)C)=O (2-methylbutoxy)acetic acid-2-propenyl ester